FC1([C@H](C=2C(=C(SC2S(=O)(=O)C)OC=2C=C(C#N)C=CC2)C1)O)F 3-{[(4S)-5,5-difluoro-4-hydroxy-3-methanesulfonyl-4H,5H,6H-cyclopenta[c]thiophen-1-yl]oxy}benzonitrile